1,2-bis-(4-(10-phenylanthracen-9-yl)phenyl)-1H-phenylanthracen C1(=CC=CC=C1)C1=C2C=CC=CC2=C(C2=CC=CC=C12)C1=CC=C(C=C1)C1(C(C=CC=C1)C1=CC=C(C=C1)C=1C2=CC=CC=C2C(=C2C=CC=CC12)C1=CC=CC=C1)C1=CC=CC2=CC3=CC=CC=C3C=C12